OC=1C(=C(C(=CC1)C)N1C=NC2=C(C1=O)C=C(N2)C=2C=C(C(=NC2)C#N)C)C 5-(3-(3-hydroxy-2,6-dimethylphenyl)-4-oxo-4,7-dihydro-3H-pyrrolo[2,3-d]pyrimidin-6-yl)-3-methylpicolinonitrile